1-(isocyanatomethylsulfonyl)-4-methylbenzene N(=C=O)CS(=O)(=O)C1=CC=C(C=C1)C